C(C1=CN=CC=C1)(=O)OC[P+](C1=CC=CC=C1)(C1=CC=CC=C1)C1=CC=CC=C1 ((nicotinoyloxy)methyl)triphenylphosphonium